ClC1=C(C(=CC=C1)F)CC(=O)NC1=CC(=NC=C1)N(C(C)=O)C1=CC(=CC=C1)Cl N-{4-[2-(2-chloro-6-fluorophenyl)acetamido]pyridin-2-yl}-N-(3-chlorophenyl)acetamide